CC1=CC=CC(=N1)C1=C(C=NN1)C=1C=C2C(=CC=NC2=CC1)C(=O)OC1CCC(CC1)NC [4-(methylamino)cyclohexyl] 6-[5-(6-methyl-2-pyridyl)-1H-pyrazol-4-yl]quinoline-4-carboxylate